S1C(=CC=C1)COC=1C=C2C(=CNC2=CC1)CC(C)N 1-[5-(2-Thienylmethoxy)-1H-indol-3-yl]-2-propanamine